(E)-3-fluoro-2-hydroxy-5-(1-(4-(pyrrolidin-1-yl)phenyl)-1H-pyrazol-4-yl)benzaldehyde O-phenyl oxime C1(=CC=CC=C1)O\N=C\C1=C(C(=CC(=C1)C=1C=NN(C1)C1=CC=C(C=C1)N1CCCC1)F)O